2,2-Dichloroethylene phosphate P1(=O)(OCC(Cl)(Cl)O1)[O-]